FC(C=1C=C(OC=2C=CC(=C3C=CC=NC23)CN)C=CC1)(F)F [8-{3-(trifluoromethyl)phenoxy}quinolin-5-yl]methylamine